FC1=C(C=CC(=C1)F)[C@@H]1N(CCC1)C1=NC=2N(C=C1)N=CC2C2=CC=CC(=N2)N2CCN(CC2)CC=2C=C1C(N(C(C1=CC2F)=O)C2C(NC(CC2)=O)=O)=O 5-((4-(6-(5-((R)-2-(2,4-difluorophenyl)pyrrolidin-1-yl)pyrazolo[1,5-a]pyrimidin-3-yl)pyridin-2-yl)piperazin-1-yl)methyl)-2-(2,6-dioxopiperidin-3-yl)-6-fluoroisoindoline-1,3-dione